3,5-bis-trifluoromethylphenylboronic acid FC(C=1C=C(C=C(C1)C(F)(F)F)B(O)O)(F)F